FC1([C@@H](CN(CC1)C1=NC2=C(N1CC1=NC=C(C#N)C=C1)C=C(C=C2)F)NC)F (R)-6-((2-(4,4-difluoro-3-(methylamino)piperidin-1-yl)-6-fluoro-1H-benzo[d]imidazol-1-yl)methyl)nicotinonitrile